6-[(1S,4S)-2,5-Diazabicyclo[2.2.1]heptan-2-yl]-N-[2-(1H-pyrazol-1-yl)-[1,3]thiazolo[5,4-c]pyridin-6-yl]pyridin-2-amine [C@@H]12N(C[C@@H](NC1)C2)C2=CC=CC(=N2)NC2=CC1=C(C=N2)SC(=N1)N1N=CC=C1